N1=CC(=CC=C1)N1N=C(N=C1)C=1C(=NC=CN1)C(C)=O 1-[3-[1-(3-pyridyl)-1,2,4-triazol-3-yl]pyrazin-2-yl]ethanone